4-Cyclohexylphenyldiphenylsulfonium 2-bicyclo[2.2.1]Hept-2-yl-1,1,2,2-tetrafluoroethanesulfonate C12C(CC(CC1)C2)C(C(S(=O)(=O)[O-])(F)F)(F)F.C2(CCCCC2)C2=CC=C(C=C2)[S+](C2=CC=CC=C2)C2=CC=CC=C2